OCCC1=CC=C(C=C1)C1(C2=CC=CC=C2C=2C=CC=CC12)C1=CC=C(C=C1)CCO 9,9-bis[4-(2-hydroxyethyl)phenyl]fluorene